3-methylindole CC1=CNC2=CC=CC=C12